O[C@@H]1CC[C@H](CC1)O trans-1,4-dihydroxycyclohexane